5-Benzyl-N-(2-cyclopropyl-4-methyl-5-oxo-4,5,6,7,8,9-hexahydropyrazolo[1,5-a][1,3]diazocin-6-yl)-4H-1,2,4-triazol-3-carboxamid C(C1=CC=CC=C1)C=1NC(=NN1)C(=O)NC1C(N(C=2N(CCC1)N=C(C2)C2CC2)C)=O